NC=1C=2N(C(=CN1)C(F)(F)F)C(=NC2C2=C(C=C(C=C2)NC(C(C2=CC(=CC=C2)C(F)(F)F)O)=O)C)C([2H])([2H])[2H] N-[4-[8-amino-3-(trideuteriomethyl)-5-(trifluoromethyl)imidazo[1,5-a]pyrazin-1-yl]-3-methyl-phenyl]-2-hydroxy-2-[3-(trifluoromethyl)phenyl]acetamide